2-(2-amino-5-methylphenyl)benzothiazole NC1=C(C=C(C=C1)C)C=1SC2=C(N1)C=CC=C2